C(C)OC(=O)C1(CSCC1O)N1C2=NC=NC(=C2N=C1)SCCCF (±)-Ethyl-3-(6-((3-fluoropropyl)thio)-9H-purin-9-yl)-4-hydroxytetrahydrothiophene-3-carboxylate